ClC1=C(C(=O)NCC(C2=C(N=CS2)C(F)F)N2CCC(CC2)OC2=C(C=NC=C2)C#N)C(=CC=C1)F 2-Chloro-N-(2-{4-[(3-cyanopyridin-4-yl)oxy]piperidin-1-yl}-2-[4-(difluoromethyl)-1,3-thiazol-5-yl]ethyl)-6-fluorobenzamid